3H-1,2,4-dithiazol S1SCN=C1